1-(8-Amino-7-fluoro-6-(8-methyl-2,3-dihydro-1H-pyrido[2,3-b][1,4]oxazin-7-yl)isoquinolin-3-yl)-3-cyclopropylurea NC=1C(=C(C=C2C=C(N=CC12)NC(=O)NC1CC1)C1=C(C2=C(OCCN2)N=C1)C)F